5-methyl-4-[(1E)-2-(3-nitrophenyl)prop-1-en-1-yl]-1H-imidazole CC1=C(N=CN1)\C=C(/C)\C1=CC(=CC=C1)[N+](=O)[O-]